N-[3-[6-amino-5-(3,4,5-trimethoxy-phenyl)-3-pyridyl]phenyl]methane-sulfonamide NC1=C(C=C(C=N1)C=1C=C(C=CC1)NS(=O)(=O)C)C1=CC(=C(C(=C1)OC)OC)OC